C1(=CC=CC=C1)P(C(=C)C1=CC=CC=C1)(C1=CC=CC=C1)=O diphenyl-(1-phenylvinyl)phosphine oxide